The molecule is an N-(2,6-dimethylphenyl)-2-{4-[2-hydroxy-3-(2-methoxyphenoxy)propyl]piperazin-1-yl}acetamide that is the (R)-enantiomer of ranolazine (the racemate is a drug used for treatment of chronic angina). It is an enantiomer of a (S)-ranolazine. CC1=C(C(=CC=C1)C)NC(=O)CN2CCN(CC2)C[C@H](COC3=CC=CC=C3OC)O